C[C@@H]1[C@@H](C1)N1C(C=CC=C1)=O 1-((1R,2S)-2-methylcyclopropyl)-2-oxo-1,2-dihydropyridin